6-(2-(dimethylamino)benzoyl)amino-3-amino-1,2,3,4-tetrahydro-9H-carbazole CN(C1=C(C(=O)NC=2C=C3C=4CC(CCC4NC3=CC2)N)C=CC=C1)C